NC1=CC=C(OC2=C(C=C(C=C2)N)OCCCC)C=C1 4-(4-aminophenoxy)-3-butoxybenzenamine